(S)-2-(4-(7-(8-chloro-7-fluoronaphthalen-1-yl)-8-fluoro-2-methoxypyrido[4,3-d]pyrimidin-4-yl)piperazin-2-yl)acetonitrile ClC=1C(=CC=C2C=CC=C(C12)C1=C(C=2N=C(N=C(C2C=N1)N1C[C@@H](NCC1)CC#N)OC)F)F